1-phenyl-1,2-propanediol C1(=CC=CC=C1)C(C(C)O)O